tert-butyl 7-[[1-[[(2S)-1-acetylpyrrolidin-2-yl]methyl]pyrazolo[3,4-d]pyrimidin-6-yl]amino]-6-methoxy-3,4-dihydro-1H-isoquinoline-2-carboxylate C(C)(=O)N1[C@@H](CCC1)CN1N=CC=2C1=NC(=NC2)NC2=C(C=C1CCN(CC1=C2)C(=O)OC(C)(C)C)OC